trans-4-[2-(butylamino)-5-[6-[(piperazin-1-yl)methyl]pyridazin-3-yl]-7H-pyrrolo[2,3-d]pyrimidin-7-yl]cyclohexan-1-ol C(CCC)NC=1N=CC2=C(N1)N(C=C2C=2N=NC(=CC2)CN2CCNCC2)[C@@H]2CC[C@H](CC2)O